S1(OCC2N1CCC2)(=O)=O tetrahydro-3H-pyrrolo[1,2-c][1,2,3]oxathiazole 1,1-dioxide